(E)-4-(2,6-dimethoxy-4-(2-(2-methylbiphenyl-3-yl)vinyl)benzylamino)-2-hydroxybenzoic acid COC1=C(CNC2=CC(=C(C(=O)O)C=C2)O)C(=CC(=C1)\C=C\C=1C(=C(C=CC1)C1=CC=CC=C1)C)OC